(3S)-4-chloro-3-methoxymethyloxy-butanoic acid ethyl ester C(C)OC(C[C@@H](CCl)OCOC)=O